Cl.FC(C1CNCCO1)F 2-(difluoromethyl)morpholine hydrochloride